[[2-[(2S,5R)-5-methyl-2-[4-(trifluoromethyl)phenyl]-1-piperidyl]-2-oxo-acetyl]amino]pyridine-3-carboxamide C[C@@H]1CC[C@H](N(C1)C(C(=O)NC1=NC=CC=C1C(=O)N)=O)C1=CC=C(C=C1)C(F)(F)F